ClC1=NC=C(C(=N1)C1=NC=2C=CC3=C(C2C=C1)C1=C(S3)CN[C@@H](CN1)C)COCC (R)-3-(2-chloro-5-(ethoxymethyl)pyrimidin-4-yl)-10-methyl-9,10,11,12-tetrahydro-8H-[1,4]diazepino[5',6':4,5]thieno[3,2-f]quinolin